(R)-N-(1-methyl-2-(2-(2,2,2-trifluoroethylamino)pyrimidin-4-yl)-1H-pyrrolo[3,2-c]pyridin-6-yl)-1-(tetrahydrofuran-3-yl)-1H-pyrazole-4-carboxamide CN1C(=CC=2C=NC(=CC21)NC(=O)C=2C=NN(C2)[C@H]2COCC2)C2=NC(=NC=C2)NCC(F)(F)F